Methyl (3S,5S,7S)-3-hydroxy-7-(4-methoxybenzyloxy)-2,2,5,8,8-pentamethylnonanoate O[C@H](C(C(=O)OC)(C)C)C[C@@H](C[C@@H](C(C)(C)C)OCC1=CC=C(C=C1)OC)C